(1s,3s)-3-[(1-benzylpyrrolidin-3-yl)amino]cyclobutan-1-ol C(C1=CC=CC=C1)N1C[C@H](CC1)NC1CC(C1)O